(S)-N'-((4-fluoro-3-(2-methoxypyridin-4-yl)bicyclo[4.2.0]octa-1(6),2,4-trien-2-yl)carbamoyl)-6,7-dihydro-5H-pyrazolo[5,1-b][1,3]oxazine-3-sulfonimidamide FC=1C(=C(C=2CCC2C1)NC(=O)N=[S@@](=O)(N)C=1C=NN2C1OCCC2)C2=CC(=NC=C2)OC